(2S)-4-(9-chloro-10-(2,4-difluorophenyl)-5-oxo-3,5-dihydro-2H-[1,4]thiazino[2,3,4-ij]quinazolin-7-yl)-1-(2-fluoro-acryloyl)piperazine-2-carbonitrile ClC=1C=C2C(=NC(N3C2=C(C1C1=C(C=C(C=C1)F)F)SCC3)=O)N3C[C@H](N(CC3)C(C(=C)F)=O)C#N